7-bromo-5-fluoro-2H-benzo[b][1,4]oxazin-3(4H)-one BrC=1C=C(C2=C(OCC(N2)=O)C1)F